C(#N)C1=CC=C(CCN[C@H](C(=O)NC2=NC=C(C=C2)N2CCOCC2)C2=CC=CC=C2)C=C1 |r| (S)- and (R)-2-((4-cyanophenethyl)amino)-N-(5-morpholino-pyridin-2-yl)-2-phenylacetamide